C(C)(C)(C)OC(=O)N1CC(CCC1)C1=CN(C2=CN=CC=C21)C2=C(C=C(C=C2)F)N2C(=NN=C2C)C2CC2 3-(1-(2-(3-cyclopropyl-5-methyl-4H-1,2,4-triazol-4-yl)-4-fluorophenyl)-1H-pyrrolo[2,3-c]pyridin-3-yl)piperidine-1-carboxylic acid tert-butyl ester